(2-(tert-Butyl)-6-nitro-1H-benzo[d]imidazol-1-yl)(phenyl)methanone C(C)(C)(C)C1=NC2=C(N1C(=O)C1=CC=CC=C1)C=C(C=C2)[N+](=O)[O-]